4-(2-(4-(3-isopropyl-1,2,4-oxadiazol-5-yl)piperidin-1-yl)thiazolo[5,4-b]pyridin-5-yl)-N,N-dimethylbenzamide C(C)(C)C1=NOC(=N1)C1CCN(CC1)C=1SC2=NC(=CC=C2N1)C1=CC=C(C(=O)N(C)C)C=C1